N=1N(N=C2C1C=CC=C2)C2=C(C(=CC(=C2)CN2C(C=1C(C2=O)=CC=CC1)=O)CN1C(C=2C(C1=O)=CC=CC2)=O)O 2-(2H-benzotriazol-2-yl)-4,6-bis(phthalimidomethyl)phenol